O=C1N(CC2=C(C=CC=C12)NCCC)C1C(NC(CC1)=O)=O 3-(1-oxo-4-(propylamino)isoindolin-2-yl)piperidine-2,6-dione